COC(=O)C1(C[C@H](C([C@@H](C1)OC\C=C\C1=CC(=C(C=C1)OC)O)O)OC\C=C\C1=CC(=C(C=C1)OC)O)O (1R,3R,4S,5R)-1,4-dihydroxy-3,5-bis{[(2E)-3-(3-hydroxy-4-methoxyphenyl)prop-2-enyl]oxy}cyclohexane-1-carboxylic acid methyl ester